2-(2-bromo-6-(4-(4-chloro-3-hydroxypicolinoyl)piperazin-1-yl)-5-ethyl-7-oxo-[1,2,4]triazolo[1,5-a]pyrimidin-4(7H)-yl)-N-(2-chloro-4-(trifluoromethyl)phenyl)acetamide BrC1=NN2C(N(C(=C(C2=O)N2CCN(CC2)C(C2=NC=CC(=C2O)Cl)=O)CC)CC(=O)NC2=C(C=C(C=C2)C(F)(F)F)Cl)=N1